10Z,13Z,16Z-nonadecatrienenitrile CC/C=C\C/C=C\C/C=C\CCCCCCCCC#N